C(C1=CC=CC=C1)N1CC2N(O[C@@H](C(N2[C@H](C1=O)CC1=CC=C(C=C1)O)=O)C(C)C)C(=O)OCC1CCCCC1 (3R,6S)-cyclohexylmethyl 8-benzyl-6-(4-hydroxybenzyl)-3-isopropyl-4,7-dioxohexahydropyrazino[2,1-c][1,2,4]oxadiazine-1(6H)-carboxylate